5-(N-butyl-3-cyanoindol-5-yl)isoxazole-3-carboxylic acid ethyl ester C(C)OC(=O)C1=NOC(=C1)C=1C=C2C(=CN(C2=CC1)CCCC)C#N